2-(3,5-diisopropyl-3',4'-dimethyl-[1,1'-biphenyl]-4-yl)acetic acid C(C)(C)C=1C=C(C=C(C1CC(=O)O)C(C)C)C1=CC(=C(C=C1)C)C